C(C)N(C(OC(C)(C)C)=O)C1CCN(CC1)C=1C2=CN(N=C2C(=CC1)C(NC=1C=C(C=2N(C1)C=C(N2)C)CO)=O)C tert-butyl N-ethyl-N-[1-[7-[[8-(hydroxymethyl)-2-methyl-imidazo[1,2-a]pyridin-6-yl]carbamoyl]-2-methyl-indazol-4-yl]-4-piperidyl]carbamate